(E)-6-(3-(trifluoromethyl)styryl)nicotinic acid FC(C=1C=C(/C=C/C2=NC=C(C(=O)O)C=C2)C=CC1)(F)F